4-[6-(2-chloro-5-trifluoromethyl-phenyl)-3-hydroxy-pyridin-2-yl]-4-oxo-butyric acid ethyl ester C(C)OC(CCC(=O)C1=NC(=CC=C1O)C1=C(C=CC(=C1)C(F)(F)F)Cl)=O